methyl (E)-2-methyl-1,2,3,4-tetrahydroquinoline-1-carboxylate CC1N(C2=CC=CC=C2CC1)C(=O)OC